N-lauroyl-uridine C(CCCCCCCCCCC)(=O)N1C(N([C@H]2[C@H](O)[C@H](O)[C@@H](CO)O2)C=CC1=O)=O